6-bromo-1-chloro-3-(ethylthio)-5-fluoro-7,9-dihydrofuro[3,4-f]quinazoline BrC=1C2=C(C=3C(=NC(=NC3C1F)SCC)Cl)COC2